acetoxyethyl-dimethylchlorosilane C(C)(=O)OCC[Si](Cl)(C)C